2-[1-[2-chloro-4-[[(3S)-2,6-dioxo-3-piperidinyl]amino]-6-fluoro-phenyl]-4-hydroxy-4-piperidinyl]acetic acid HCl salt Cl.ClC1=C(C(=CC(=C1)N[C@@H]1C(NC(CC1)=O)=O)F)N1CCC(CC1)(O)CC(=O)O